hydroxyyttrium carbonate C([O-])([O-])=O.O[Y+2]